N1=CN=C2N=CNC2=C1N[C@@H]1[C@H]([C@@H]([C@H]([C@@H](O1)CO)NC(=O)C1(CC1)NC(OC(C)(C)C)=O)O)O tert-butyl (1-(((2R,3R,4R,5S,6S)-6-((7H-purin-6-yl)amino)-4,5-dihydroxy-2-(hydroxymethyl)tetrahydro-2H-pyran-3-yl)carbamoyl)cyclopropyl)carbamate